1,2-dimethyl-3-nitro-4-((2,2,2-trifluoroethoxy)methyl)benzene CC1=C(C(=C(C=C1)COCC(F)(F)F)[N+](=O)[O-])C